β-nitrostyrene [N+](=O)([O-])C=CC1=CC=CC=C1